3,3-dimethyl-propane CC(CC)C